N-(t-butoxycarbonyl)methionine C(C)(C)(C)OC(=O)N[C@@H](CCSC)C(=O)O